C(C)(C)(C)NC1CN(CC1)C=1N=NC(=CN1)C1=C(C=C(C=C1)C=1C(=NNC1)F)O 2-{3-[3-(tert-butylamino)pyrrolidin-1-yl]-1,2,4-triazin-6-yl}-5-(3-fluoro-1H-pyrazol-4-yl)phenol